2-((4-Amino-2-butyl-7-(3-(piperazin-1-yl)propyl)-1H-imidazo[4,5-c]quinolin-1-yl)methyl)-2-methylpropane-1,3-diol NC1=NC=2C=C(C=CC2C2=C1N=C(N2CC(CO)(CO)C)CCCC)CCCN2CCNCC2